2,2,2-trifluoro-ethanamine FC(CN)(F)F